CC(CCCCC)C(CC(C(=O)OC(C)(C)C)(C(=O)OC(C)(C)C)CC(=C)C(=O)OCCCCCCCC)=C di-tert-butyl 2-(2-2-heptanylallyl)-2-(2-octyloxycarbonylallyl)-malonate